FC(C(=O)O)(F)F.C(#C)C1=C2C=CC(=CC2=CC=C1F)O 5-ethynyl-6-fluoronaphthalen-2-ol trifluoroacetic acid Salt